NCC1=NN(C2=NC=CC(=C21)N2CC(C2)C#N)C2=CC=C(C=C2)OC(F)(F)F 1-(3-(aminomethyl)-1-(4-(trifluoromethoxy)phenyl)-1H-pyrazolo[3,4-b]pyridin-4-yl)azetidine-3-carbonitrile